trans-4-(3,3,3-trifluoroprop-1-ynyl)cyclohexanecarboxylic acid FC(C#C[C@@H]1CC[C@H](CC1)C(=O)O)(F)F